2-Carboxyethylphenyl-hypophosphorous acid C(=O)(O)CCP(=O)(O)C1=CC=CC=C1